(±)-3-(5-chloro-2-methoxyphenyl)-1,3-dihydro-3-hydroxy-7-(trifluoromethyl)-2H-indol-2-one ClC=1C=CC(=C(C1)[C@]1(C(NC2=C(C=CC=C12)C(F)(F)F)=O)O)OC |r|